tert-butyl (S)-(14-(4-(3-carbamoyl-2-(4-phenoxyphenyl)-4,5,6,7-tetrahydropyrazolo[1,5-a]pyrimidin-7-yl)piperidin-1-yl)-14-oxo-3,6,9,12-tetraoxatetradecyl)carbamate C(N)(=O)C=1C(=NN2C1NCC[C@H]2C2CCN(CC2)C(COCCOCCOCCOCCNC(OC(C)(C)C)=O)=O)C2=CC=C(C=C2)OC2=CC=CC=C2